3-(dimethylamino)-1-phenylquinoline CN(C=1CN(C2=CC=CC=C2C1)C1=CC=CC=C1)C